(S)-(5-((2,3-dihydro[1,4]dioxino[2,3-b]pyridin-7-yl)sulfonyl)-3,4,5,6-tetrahydropyrrolo[3,4-c]pyrrol-2(1H)-yl)-3-hydroxy-2-phenylpropan-1-one O1CCOC2=NC=C(C=C21)S(=O)(=O)N2CC1=C(C2)CN(C1)C([C@H](CO)C1=CC=CC=C1)=O